C(=O)C1=CC=C(C=C1)C1=CC(=C2C=CC3=C(C=C(C4=CC=C1C2=C34)C3=CC=C(C=C3)C=O)C3=CC=C(C=C3)C=O)C3=CC=C(C=C3)C=O 1,3,6,8-tetrakis(p-formylphenyl)pyrene